O=C1N=C(NC=C1)NC(C1=CC=CC=C1)=O N-(4-oxo-1,4-dihydropyrimidin-2-yl)benzamide